CN1N=CC(=C1C)C1=NN=C(O1)C(=O)N1[C@H](C2=C(CC1)NC=N2)C2=NN1C(C(=CC=C1)OC)=C2 (R)-(5-(1,5-dimethyl-1H-pyrazol-4-yl)-1,3,4-oxadiazol-2-yl)(4-(4-methoxypyrazolo[1,5-a]pyridin-2-yl)-6,7-dihydro-1H-imidazo[4,5-c]pyridin-5(4H)-yl)methanone